tert-butyl (S)-4-(7-(4-cyano-6-methylpyridin-2-yl)-5-(2-fluorophenyl)-7H-pyrrolo[2,3-d]pyrimidin-4-yl)-3-methylpiperazine-1-carboxylate C(#N)C1=CC(=NC(=C1)C)N1C=C(C2=C1N=CN=C2N2[C@H](CN(CC2)C(=O)OC(C)(C)C)C)C2=C(C=CC=C2)F